2-(4-Hydroxy-1-piperidyl)pyrimidin-5-ol OC1CCN(CC1)C1=NC=C(C=N1)O